N-(4-aminopyridin-2-yl)-N-(3-cyano-5-fluorophenyl)acetamide NC1=CC(=NC=C1)N(C(C)=O)C1=CC(=CC(=C1)F)C#N